(1,1-dimethylpiperidin-1-ium-4-yl) 2,2-diphenylacetate C1(=CC=CC=C1)C(C(=O)OC1CC[N+](CC1)(C)C)C1=CC=CC=C1